1-(1,4-dioxaspiro[4.5]dec-8-yl)-4-(8-oxa-3-azabicyclo[3.2.1]oct-3-yl)-1H-pyrazolo[3,4-d]pyrimidin O1CCOC12CCC(CC2)N2N=CC=1C2=NC=NC1N1CC2CCC(C1)O2